BrC=1C=C(C=CC1C)NC(C)=O N-(3-bromo-4-methyl-phenyl)acetamide